OC1CCC2(CC(C2)CC2=CC=C(N=N2)C(=O)OC(C)(C)C)CC1 tert-butyl 6-[(7-hydroxyspiro[3.5]nonan-2-yl)methyl]pyridazine-3-carboxylate